CC=1C=2N(C=CC1)N=C(C2)[C@@H]2N(CCC1=C2N=CN1)C(=O)C=1OC(=NN1)C=1C=NC=NC1 (R)-(4-(4-methylpyrazolo[1,5-a]pyridin-2-yl)-1,4,6,7-tetrahydro-5H-imidazo[4,5-c]pyridin-5-yl)(5-(pyrimidin-5-yl)-1,3,4-oxadiazol-2-yl)methanone